C(=O)(C=C)N1CCOCC1 Acroylmorpholine